3-phenyl-5-(p-tolyl)isothiazole tert-butyl((1r,3r)-3-(4-(2-(4-((2-(2H-1,2,3-triazol-2-yl)pyrimidin-5-yl)oxy)phenyl)propan-2-yl)phenoxy)cyclobutyl)carbamate C(C)(C)(C)N(C(O)=O)C1CC(C1)OC1=CC=C(C=C1)C(C)(C)C1=CC=C(C=C1)OC=1C=NC(=NC1)N1N=CC=N1.C1(=CC=CC=C1)C1=NSC(=C1)C1=CC=C(C=C1)C